IC=1N=CC(=NC1CCCOC)N1CCC(CC1)C(=O)OCC Ethyl 1-(5-iodo-6-(3-methoxypropyl)pyrazin-2-yl)piperidine-4-carboxylate